N-bromosaccharin pyridinium bromide [Br-].[NH+]1=CC=CC=C1.BrN1S(=O)(=O)C2=CC=CC=C2C1=O